C(#N)[C@H]1[C@H](C1)C(=O)N[C@H]1C[C@@H](C[C@H]1O)C(=O)N[C@@H](C1(C[C@H]2C[C@H]2C1)C)C1=C(C(=CC=C1F)Cl)Cl (1S,3S,4R)-3-((1S,2R)-2-cyanocyclopropane-1-carboxamido)-N-((S)-(2,3-dichloro-6-fluorophenyl)((1R,3r,5S)-3-methylbicyclo[3.1.0]hexan-3-yl)methyl)-4-hydroxycyclopentane-1-carboxamide